5-[8-[(1R,2R)-2-hydroxycyclohexyl]-6,7-dihydropyridazino[4,3-b][1,4]oxazin-3-yl]-6-methyl-2,3-dihydrobenzofuran-4-ol O[C@H]1[C@@H](CCCC1)N1C2=C(OCC1)C=C(N=N2)C2=C(C=C1C(CCO1)=C2O)C